O=C1NC(CCC1N1CC2=CC(=C(C=C2C1=O)CNC(OC(C)(C)C)=O)F)=O tert-butyl ((2-(2,6-dioxopiperidin-3-yl)-6-fluoro-3-oxoisoindolin-5-yl)methyl)carbamate